(5-amino-1-{6-[(2,6-difluorophenyl)oxy]-4-methylpyridin-3-yl}pyrazol-4-yl)(5,6,7,8-tetrahydro-1H-pyrrolo[3,2-g]isoquinolin-2-yl)methanone NC1=C(C=NN1C=1C=NC(=CC1C)OC1=C(C=CC=C1F)F)C(=O)C1=CC=2C=C3CCNCC3=CC2N1